oxazol-5-ylmethyl (4-(1-hydroxy-1-(pyridin-4-yl)ethyl)phenyl)carbamate OC(C)(C1=CC=NC=C1)C1=CC=C(C=C1)NC(OCC1=CN=CO1)=O